2-propionyl-4-pentenoate C(CC)(=O)C(C(=O)[O-])CC=C